4-methyl-2-silyl-1,3-bis(trimethylsilyl)-1,3-diaza-2-silacyclopentane CC1N([SiH](N(C1)[Si](C)(C)C)[SiH3])[Si](C)(C)C